C(#C)C=1C=CC=C2C=CC=C(C12)C1=C(C=C2C(=NC(=NC2=C1F)OC[C@]12CCCN2C[C@@H](C1)F)N1C[C@@H](NCC1)CC#N)F 2-((2S)-4-(7-(8-ethynylnaphthalen-1-yl)-6,8-difluoro-2-(((2R,7aS)-2-fluorotetrahydro-1H-pyrrolizine-7a(5H)-yl)methoxy)quinazolin-4-yl)piperazin-2-yl)acetonitrile